C(C=C)(=O)NC=1C(=CC(=C(C1)NC1=NC=C(C(=N1)NC1=C(C=CC=C1)C1=NN(C=C1)C)C(=O)OC(C)C)OC)N1C[C@@H](CC1)N(C)C Isopropyl (R)-2-((5-acrylamido-4-(3-(dimethylamino)pyrrolidin-1-yl)-2-methoxyphenyl)amino)-4-((2-(1-methyl-1H-pyrazol-3-yl)phenyl)amino)pyrimidin-5-carboxylate